(2S,4S)-4-({[(5R)-3-(3,5-difluorophenyl)-5-vinyl-4,5-dihydroisoxazol-5-yl]carbonyl}amino)tetrahydrofuran-2-Carboxylic acid methyl ester COC(=O)[C@H]1OC[C@H](C1)NC(=O)[C@@]1(CC(=NO1)C1=CC(=CC(=C1)F)F)C=C